O=C1NC(CCC1N1C(N(C2=C1C=CC(=C2)C#CC=2C=NC(=NC2)N2CC1(C2)CN(CCC1)C(=O)OC(C)(C)C)C)=O)=O Tert-butyl 2-(5-((1-(2,6-dioxopiperidin-3-yl)-3-methyl-2-oxo-2,3-dihydro-1H-benzo[d]imidazol-5-yl)ethynyl)pyrimidin-2-yl)-2,6-diazaspiro[3.5]nonane-6-carboxylate